C1(CC1)C(=O)N1[C@H]([C@H](CCC1)C1=NNC=C1C)CO[C@@H]1CC[C@@H](CC1)C1=CC(=CC=C1)F cyclopropyl((CIS)-2-((((CIS)-4-(3-fluorophenyl)cyclohexyl)oxy)methyl)-3-(4-methyl-1H-pyrazol-3-yl)piperidin-1-yl)methanone